heptadecan-9-yl 8-((2-hydroxyethyl)(6-oxo 6-(undecyloxy)hexyl)amino)octanoate OCCN(CCCCCCCC(=O)OC(CCCCCCCC)CCCCCCCC)CCCCCC(OCCCCCCCCCCC)=O